2-({2-cyclopropyl-4-[4-(4-fluoro-2-methoxy-phenyl)-piperidin-1-yl]-quinazolin-6-yl}-methyl-amino)-ethanol C1(CC1)C1=NC2=CC=C(C=C2C(=N1)N1CCC(CC1)C1=C(C=C(C=C1)F)OC)N(CCO)C